CN1C(C(=C(C=C1C)[O-])NC(N[C@@H](CC(=O)[O-])C=1C=C(C=C(C1)C)C1=CC(=CC=C1)OC)=O)=O.[Na+].[Na+] sodium (S)-3-(3-(1,6-dimethyl-4-oxido-2-oxo-1,2-dihydropyridin-3-yl)ureido)-3-(3'-methoxy-5-methylbiphenyl-3-yl)propanoate